1,1,1,3,3,3-hexafluoropropan-2-yl (R)-1-((1-methyl-1H-pyrazol-5-yl)carbamoyl)-6-azaspiro[2.5]octane-6-carboxylate CN1N=CC=C1NC(=O)[C@@H]1CC12CCN(CC2)C(=O)OC(C(F)(F)F)C(F)(F)F